CN1N=C(C=C1)N1C[C@@H](CC1)N (R)-1-(1-methyl-1H-pyrazol-3-yl)pyrrolidin-3-amine